FC(CI)(C)F 2,2-difluoro-1-iodopropane